(8-fluoro-6-quinolyl)pentan-1-one FC=1C=C(C=C2C=CC=NC12)C(CCCC)=O